N=CCC(=O)[O-] β-iminopropionate